8-methyl-N-{[5-(morpholin-4-ylmethyl)-1,2-oxazol-3-yl]methyl}-2-(pyridin-2-ylmethyl)-4,5-dihydro-2H-furo[2,3-g]indazole-7-carboxamide CC1=C(OC=2CCC3=CN(N=C3C21)CC2=NC=CC=C2)C(=O)NCC2=NOC(=C2)CN2CCOCC2